FC1=C[C@H](O[C@H]1N1C(NC(C(=C1)C)=O)=O)OC[P@@](=O)(OC1=CC=CC=C1)N[C@@H](C)C(=O)OCC |o1:17| ethyl ((R or S)-((((2R,5R)-4-fluoro-5-(5-methyl-2,4-dioxo-3,4-dihydropyrimidin-1(2H)-yl)-2,5-dihydrofuran-2-yl) oxy) methyl) (phenoxy)phosphoryl)-L-alaninate